Cl.NC1CC(C1)O 3-aminocyclobutan-1-ol hydrogen chloride